2-((anti)-1-(4-(trifluoromethyl)benzyl)-5-(4-(trifluoromethyl)phenyl)piperidin-3-yl)acetic acid FC(C1=CC=C(CN2CC(CC(C2)C2=CC=C(C=C2)C(F)(F)F)CC(=O)O)C=C1)(F)F